2-(((2-methyl-6-(1-methyl-5-(((((R)-pentan-2-yl)oxy)carbonyl)amino)-1H-1,2,3-triazol-4-yl)pyridin-3-yl)oxy)methyl)cyclohexane-1-carboxylic acid CC1=NC(=CC=C1OCC1C(CCCC1)C(=O)O)C=1N=NN(C1NC(=O)O[C@H](C)CCC)C